S1C(=CC=C1)CC(=O)NC1=CC2=C(N=C(S2)NC(=O)C=2OC=CC2)C=C1 N-(6-(2-(thien-2-yl)acetylamino)benzo[d]thiazol-2-yl)furan-2-carboxamide